FC1=CC=C(C=C1)NC(=O)C1(CC1)C(=O)NC1=CC=C(C=C1)OC1=CC=NC2=CC(=C(C=C12)C=1OC=CN1)OC 1-N'-(4-fluorophenyl)-1-N-[4-[7-methoxy-6-(1,3-oxazol-2-yl)quinolin-4-yl]oxyphenyl]cyclopropane-1,1-dicarboxamide